1-(N-phenothiazinyl)-3-methylenehepta-4,6-diene C1=CC=CC=2SC3=CC=CC=C3N(C12)CCC(C=CC=C)=C